P(=O)([O-])(O)C(OCCC)C[N+](C)(C)C phospho-propylcholine